4-chloro-phenylacetylene bromide [Br-].ClC1=CC=C(C=C1)C#C